ClC1=C2C=CN(C2=CC=C1)C(C(=O)OCC)(C)C ethyl 2-(4-chloro-1H-indol-1-yl)-2-methylpropanoate